N1[C@@H](CC2=CC=CC=C12)C(=O)NCCCCC(=O)N1[C@@H](C2=CC=C(C=C2CC1)C)C(=O)N[C@@H](CC(=O)O)C=O (S)-3-((S)-2-(5-((S)-indoline-2-carboxamido)pentanoyl)-6-methyl-1,2,3,4-tetrahydroisoquinoline-1-carboxamido)-4-oxobutanoic acid